FC1=C(OCC[Si](C)(C)C)C(=CC(=C1)[N+](=O)[O-])OC[C@@H]1OC1 (R)-(2-(2-fluoro-4-nitro-6-(Oxiran-2-ylmethoxy)phenoxy)ethyl)trimethylsilane